ClC1=C2N(C(C(=C1)NC1=NC=NC=C1)=O)C(NC2=O)(C)C2CCCC2 8-chloro-3-cyclopentyl-3-methyl-6-(pyrimidin-4-ylamino)-2H-imidazo[1,5-a]pyridine-1,5-dione